COC[C@@H](C)OC1=CC(=NC2=CC=C(C=C12)NC(=O)C1COC1)C1=CN=CS1 (R)-N-(4-((1-methoxypropan-2-yl)oxy)-2-(thiazol-5-yl)quinolin-6-yl)oxetane-3-carboxamide